C(C)C(CO)C(CCC)O 2-ETHYL-1,3-HEXANEDIOL